C(C)C(COC(C=1C(C(=O)OCC(CCCC)CC)=CC=CC1)=O)CCCC DI-(2-ETHYLHEXYL)PHThALAT